4-[[(1S,2S)-4,6-Dichloro-2-(dimethylamino)-2,3-dihydro-1H-inden-1-yl]oxy]-3-fluoro-5-methylbenzene ClC1=C2C[C@@H]([C@H](C2=CC(=C1)Cl)OC1=C(C=CC=C1C)F)N(C)C